2-cyano-2-(3-oxocyclohex-1-en-1-yl)acetamide C(#N)C(C(=O)N)C1=CC(CCC1)=O